FC1(C[C@]12C[C@@H](CC2)C2=CNC=1N=CN=C(C12)N[C@@H]1CC[C@@H](N(C1)C(C=C)=O)C)F 1-((2S,5R)-5-((5-((3S,5R)-1,1-difluorospiro[2.4]heptan-5-yl)-7H-pyrrolo[2,3-d]pyrimidin-4-yl)amino)-2-methylpiperidin-1-yl)prop-2-en-1-one